2-[(2-fluorobenzoyl)amino]-N-(2-morpholin-4-ylethyl)benzamide FC1=C(C(=O)NC2=C(C(=O)NCCN3CCOCC3)C=CC=C2)C=CC=C1